3-methoxyheptaneN COC(C=C)CCCC